1'-{2-[4-(azetidine-1-carbonyl)-3-fluorophenoxy]ethyl}-5-chloro-1,2-dihydrospiro[indole-3,4'-piperidin]-2-one N1(CCC1)C(=O)C1=C(C=C(OCCN2CCC3(CC2)C(NC2=CC=C(C=C23)Cl)=O)C=C1)F